benzyl (1R,5S,6R)-6-((chlorosulfonyl)methyl)-3-azabicyclo[3.1.0]hexan-3-carboxylate ClS(=O)(=O)CC1[C@H]2CN(C[C@@H]12)C(=O)OCC1=CC=CC=C1